C(CC\C=C/C\C=C/CC)OC(CCCCCCCBr)=O.FC1=C(C(=C(C(=C1[B-](C1=C(C(=C(C(=C1F)F)F)F)F)(C1=C(C(=C(C(=C1F)F)F)F)F)C1=C(C(=C(C(=C1F)F)F)F)F)F)F)F)F.C(=O)[C-]1C=CC=C1.[CH-]1C=CC=C1.[Fe+2] formylferrocene tetrakis(pentafluorophenyl)borate (4Z,7Z)-dec-4,7-dien-1-yl-8-bromooctanoate